FC1=CC=C(C=N1)C1=NC=C(C(=C1N1CCC(CC1)C1=NN=CN1C)C#N)OC 6'-fluoro-5-methoxy-3-(4-(4-methyl-4H-1,2,4-triazol-3-yl)piperidin-1-yl)-[2,3'-bipyridine]-4-carbonitrile